3-p-tolyl-propynoic acid {3-[9-ethyl-2-(2-morpholin-4-yl-ethoxy)-9H-purin-6-ylamino]phenyl} amide C(C)N1C2=NC(=NC(=C2N=C1)NC=1C=C(C=CC1)NC(C#CC1=CC=C(C=C1)C)=O)OCCN1CCOCC1